[C@@H]([C@@H]([C@@H](C(=O)O)O)O)([C@@H](C(=O)O)O)O The molecule is the D-enantiomer of altraric acid. It is a conjugate acid of a D-altrarate(1-). It is an enantiomer of a L-altraric acid.